N1(CCCCC1)C1=C(N=CS1)C(=O)O 5-(piperidin-1-yl)-1,3-thiazole-4-carboxylic acid